4-[(3R)-3-aminoazepan-1-yl]-5-chloro-2-(2-fluoro-4-pyridinyl)-1H-pyrimidin-6-one N[C@H]1CN(CCCC1)C=1N=C(NC(C1Cl)=O)C1=CC(=NC=C1)F